Cl.CN(C/C=C/C(=O)O)C (E)-4-(dimethyl-amino)but-2-enoic acid hydrochloride